methyl 1-[2-chloro-6-(ethylamino)pyrimidin-4-yl]-3-methylcyclobutane-1-carboxylate ClC1=NC(=CC(=N1)C1(CC(C1)C)C(=O)OC)NCC